BrC=1C=C(C=CC1)C(CC=1N(C(=NN1)S)C)O[Si](C)(C)C(C)(C)C 5-[2-(3-bromophenyl)-2-[tert-butyl-(dimethyl)silyl]Oxy-ethyl]-4-methyl-4H-1,2,4-triazole-3-thiol